11-amino-3-cyclopropyl-7-isopropyl-5-(3-methoxyphenethyl)-6,7-dihydroisoxazolo[4,3-c]pyrimido[5',4':4,5]pyrrolo[3,2-e]azepin-4(5H)-one NC1=NC=NC2=C1C=1C=3C(C(N(CC1N2C(C)C)CCC2=CC(=CC=C2)OC)=O)=C(ON3)C3CC3